FC1CN(CC1O)C(=O)N1CC(C(C1)O)F 3-fluoro-4-Hydroxypyrrolidin-1-yl ketone